(2R,6R)-N-[[(2s)-4,4-difluoropyrrolidin-2-yl]methyl]-6-methyl-4-[8-(trifluoromethyl)-5-quinolyl]morpholine-2-carboxamide FC1(C[C@H](NC1)CNC(=O)[C@H]1CN(C[C@H](O1)C)C1=C2C=CC=NC2=C(C=C1)C(F)(F)F)F